(S)-5-(3-((tert-butyldimethylsilyl)oxy)pyrrolidin-1-yl)-2-morpholinothiazolo[4,5-b]pyridin-6-amine [Si](C)(C)(C(C)(C)C)O[C@@H]1CN(CC1)C1=C(C=C2C(=N1)N=C(S2)N2CCOCC2)N